FC=1C=2N(C=C(C1)NC(=O)C1=CC=C(C=3C1=NON3)N3CCN(CC3)C(=O)OC(C)(C)C)C=C(N2)C tert-butyl 4-[7-[(8-fluoro-2-methyl-imidazo[1,2-a]pyridin-6-yl)carbamoyl]-2,1,3-benzoxadiazol-4-yl]piperazine-1-carboxylate